(S)-2-(2-(3-(3-chloropyridin-2-yloxy)pyrrolidin-1-yl)-5-(2-ethylphenylthio)phenyl)ethane ClC=1C(=NC=CC1)O[C@@H]1CN(CC1)C1=C(C=C(C=C1)SC1=C(C=CC=C1)CC)CC